C(CCCCC)NC(=O)C1([C@H](O)[C@@H](O)[C@@H](O)[C@@H](CO)N1)CCCCC hexylaminocarbonyl-pentyl-1,5-dideoxy-1,5-imino-D-galactitol